C(C)(C)OC1CN(C1)[C@@H]1[C@@H](CCCC1)OC=1C=C2CN(C(C2=CC1)=O)C1C(NC(CC1)=O)=O 3-(5-(((1R,2S)-2-(3-isopropoxyazetidin-1-yl)cyclohexyl)oxy)-1-oxoisoindolin-2-yl)piperidine-2,6-dione